C12(CC3CC(CC(C1)C3)C2)NCCCCCSC2=C3CN(C(C3=CC=C2)=O)C2C(NC(CC2)=O)=O 3-(4-((5-((adamantan-1-yl)amino)pentyl)thio)-1-oxoisoindolin-2-yl)piperidine-2,6-dione